CC1=CC=CC=2C3=CC=CC=C3NC12 1-methylcarbazole